ClC=1C(=NC(=NC1)NC1CCN(CC1)C(C)=O)C=1CN(CC1)C(C1=CC=C(C=C1)F)=O 1-[4-[[5-chloro-4-[1-(4-fluorobenzoyl)-2,5-dihydropyrrol-3-yl]pyrimidin-2-yl]amino]-1-piperidyl]ethanone